FC=1C=C(C=CC1)S(=O)(=O)OC1=CC=C(C=C1)C(C=CC1=CC(=C(C=C1)O)O)=O [4-[3-(3,4-Dihydroxyphenyl)prop-2-enoyl]phenyl] 3-fluorobenzenesulfonate